1,5-diazabicyclo[4.4.0]decene-5-ene tetrabutylborate C(CCC)[B-](CCCC)(CCCC)CCCC.N12C=CCN=C2CCCC1